2,2'-methylene-bis(4,6-di-tert-butylphenyl) phosphate sodium salt [Na+].P1(=O)(OC2=C(C=C(C=C2C(C)(C)C)C(C)(C)C)CC2=C(C(=CC(=C2)C(C)(C)C)C(C)(C)C)O1)[O-]